C(=O)[O-].ClC1=C(C=C(C=C1)Cl)C1=NC(=NC=C1)C(=O)NC1=C(C=C(C=C1C)C[NH3+])C (4-(4-(2,5-Dichlorophenyl)pyrimidine-2-carboxamido)-3,5-dimethylphenyl)methanaminium formate